2,6-dimethylpiperazin-1-yl-N-(4-(2,4-dioxotetrahydropyrimidin-1(2H)-yl)phenyl)acetamide hydrochloride Cl.CC1N(C(CNC1)C)CC(=O)NC1=CC=C(C=C1)N1C(NC(CC1)=O)=O